1-((2-(2,6-dioxopiperidin-3-yl)-3-oxoisoindolin-5-yl)sulfonyl)pyrimidine-2,4(1H,3H)-dione O=C1NC(CCC1N1CC2=CC=C(C=C2C1=O)S(=O)(=O)N1C(NC(C=C1)=O)=O)=O